N1=CC(=CC=C1)C1=NC(=NC=C1)NC=1C=C(C(=O)O)C=CC1C 3-((4-(pyridin-3-yl)pyrimidin-2-yl)amino)-4-methylbenzoic acid